1,3-Dioxan-5-ol O1COCC(C1)O